COC(=O)N1CC(C1)OC1=NC=C(C2=CC(=NC=C12)Cl)[C@](COC)(C)N=[N+]=[N-] (S)-3-((4-(2-azido-1-methoxypropan-2-yl)-6-chloro-2,7-naphthyridin-1-yl)oxy)azetidine-1-carboxylic acid methyl ester